4,5-dihydro-1H-benzo[e][1,4]diazepin-2(3H)-one N1C(CNCC2=C1C=CC=C2)=O